4-chloro-5-(2-chlorophenyl)-6-[(4-methoxyphenyl)methyl]-7-oxo-5H,6H,7H-pyrrolo[3,4-b]pyridine-2-carboxylic acid methyl ester COC(=O)C1=CC(=C2C(=N1)C(N(C2C2=C(C=CC=C2)Cl)CC2=CC=C(C=C2)OC)=O)Cl